C(#N)C=1C=C(C=NC1N1N=CC=N1)NC(=O)C=1C=NN(C1C(F)(F)F)C1=C2C=CC(=NC2=CC=C1)F N-(5-cyano-6-(2H-1,2,3-triazol-2-yl)pyridin-3-yl)-1-(2-fluoroquinolin-5-yl)-5-(trifluoromethyl)-1H-pyrazole-4-carboxamide